5-benzyl-6-(4-(2-((S)-3-methoxypiperidin-1-yl)pyridin-3-yl)cyclohex-3-en-1-yl)pyrimidine-2,4(1H,3H)-dione C(C1=CC=CC=C1)C=1C(NC(NC1C1CC=C(CC1)C=1C(=NC=CC1)N1C[C@H](CCC1)OC)=O)=O